(3S)-3-carbamimidamido-4,4-difluoro-butanoic acid N(C(=N)N)[C@@H](CC(=O)O)C(F)F